methyl 6-(4-(2-(tert-butoxycarbonylamino)ethoxy)phenyl)quinoline-4-carboxylate C(C)(C)(C)OC(=O)NCCOC1=CC=C(C=C1)C=1C=C2C(=CC=NC2=CC1)C(=O)OC